5-acetoxy-5-(4-methoxyphenyl)penta-2,3-dienoic acid ethyl ester C(C)OC(C=C=CC(C1=CC=C(C=C1)OC)OC(C)=O)=O